3-(5-(1-([1,4'-bipiperidin]-4-ylmethyl)piperidin-4-yl)-3-methyl-2-oxo-2,3-dihydro-1H-benzo[d]imidazol-1-yl)piperidine-2,6-dione N1(CCC(CC1)CN1CCC(CC1)C1=CC2=C(N(C(N2C)=O)C2C(NC(CC2)=O)=O)C=C1)C1CCNCC1